2-((methyl-(phenyl)amino)methyl)-3H-naphtho[2,1-d]imidazole-4,5-dione CN(C1=CC=CC=C1)CC1=NC2=C(N1)C(C(C1=CC=CC=C12)=O)=O